C(CCCCCCCCC)OC(CCC(=O)OCCC1(CCN(CC1)CCCCO)CCOC(CCC(OCCCCCCCCCC)OCCCCCCCCCC)=O)OCCCCCCCCCC (1-(4-hydroxybutyl)piperidine-4,4-diyl)bis(ethane-2,1-diyl) bis(4,4-bis(decyloxy)butanoate)